CC(C(=O)C1=CC=C(C=C1)S(=O)(=O)C)(C)SC1=NN=NN1C1=CC=C(C(=O)O)C=C1 4-(5-((2-Methyl-1-(4-(methylsulfonyl)phenyl)-1-oxopropan-2-yl)thio)-1H-tetrazol-1-yl)benzoic acid